((2S,5S)-9-bromo-2,3-dihydro-2,5-methanopyrido[3,4-f][1,4]oxazepin-4(5H)-yl)(4-fluorobicyclo[2.2.1]heptan-1-yl)methanone BrC1=CN=CC=2[C@H]3N(C[C@@H](OC21)C3)C(=O)C32CCC(CC3)(C2)F